CC1(OC[C@H](O1)CCC(=O)C1=CC=C(C=C1)C)C |r| (+-)-3-(2,2-dimethyl-1,3-dioxolan-4-yl)-1-(p-tolyl)propan-1-one